C(C)(C)(C)OC(=O)N1CCC2(C(N(CCN2)C(C)C=2C=NC(=CC2)N2N=CC(=C2)F)=O)CC1 4-(1-(6-(4-fluoro-1H-pyrazol-1-yl)pyridin-3-yl)ethyl)-5-oxo-1,4,9-triazaspiro[5.5]undecane-9-carboxylic acid tert-butyl ester